C(CCCCCCCC)(=O)OCC(CO)(CO)CO pentaerythritol pelargonate